ClC1=NC(=CC(=C1)NC(=O)[C@@H]1[C@H](C1)C1=NC=CC(=N1)C)C (1S,2S)-N-(2-chloro-6-methylpyridin-4-yl)-2-(4-methylpyrimidin-2-yl)cyclopropane-1-carboxamide